C(C=C)(=O)NC(CS(=O)(=O)[O-])(CCCCCCCCCCCCCCCCCCCC)C.[Na+] sodium 2-acrylamido-2-methyldocosyl-sulfonate